anthracendion C1(C(C=CC2=CC3=CC=CC=C3C=C12)=O)=O